N-[(6S)-2,4-dimethyl-5-oxo-7,8-dihydro-6H-pyrazolo[1,5-a][1,3]diazepin-6-yl]spiro[5H-furo[3,4-d]pyrimidine-7,3'-tetrahydrofuran]-2-carboxamide CC1=NN2C(N(C([C@H](CC2)NC(=O)C=2N=CC3=C(N2)C2(COCC2)OC3)=O)C)=C1